(3R)-1-[7-[8-ethyl-7-fluoro-3-(methoxymethoxy)-1-naphthyl]-8-fluoro-2-[[(2S)-1-methylpyrrolidin-2-yl]methoxy]pyrido[4,3-d]pyrimidin-4-yl]-3-methyl-piperidin-3-ol C(C)C=1C(=CC=C2C=C(C=C(C12)C1=C(C=2N=C(N=C(C2C=N1)N1C[C@@](CCC1)(O)C)OC[C@H]1N(CCC1)C)F)OCOC)F